NOCCO 2-(aminooxy)ethane-1-ol